CN1CCN(CC1)C1=CC2=C(NC(=N2)C2=CC(=C(C(=C2)OC)OC)OC)C=C1C#CC1=CC=C(C=C1)C(F)(F)F 5-(4-methylpiperazin-1-yl)-6-((4-(trifluoromethyl)phenyl)ethynyl)-2-(3,4,5-trimethoxyphenyl)-1H-benzo[d]imidazole